C1(CC1)C1=NN2C(N=C(N=C2S)C(F)(F)F)=C1 7-cyclopropyl-2-(trifluoromethyl)pyrazolo[1,5-a][1,3,5]triazine-4-thiol